BrC1=C(C(=CC=C1)Cl)OCOC 1-Bromo-3-chloro-2-(methoxymethoxy)benzene